1-(1-((1-(2-(2,6-dioxopiperidin-3-yl)-1,3-dioxoisoindolin-5-yl)piperidin-4-yl)methyl)piperidin-4-yl)-1H-pyrazol O=C1NC(CCC1N1C(C2=CC=C(C=C2C1=O)N1CCC(CC1)CN1CCC(CC1)N1N=CC=C1)=O)=O